3-chloro-[1,1-biphenyl] ClC=1C=C(C=CC1)C1=CC=CC=C1